(S)-3-(6-(((3R,4R)-1-(5-chloro-4-((1-(2,2-difluoropropyl)-2-oxoindolin-5-yl)amino)pyrimidin-2-yl)-3-methylpiperidin-4-yl)amino)-1-methyl-1H-indazol-3-yl)piperidine-2,6-dione ClC=1C(=NC(=NC1)N1C[C@H]([C@@H](CC1)NC1=CC=C2C(=NN(C2=C1)C)[C@H]1C(NC(CC1)=O)=O)C)NC=1C=C2CC(N(C2=CC1)CC(C)(F)F)=O